N-(6-(2-cyclopentylphenyl)-5-(trifluoromethyl)pyridin-2-yl)-6-fluoro-N-(methoxymethyl)pyridine-2-sulfonamide C1(CCCC1)C1=C(C=CC=C1)C1=C(C=CC(=N1)N(S(=O)(=O)C1=NC(=CC=C1)F)COC)C(F)(F)F